C(C1=CC=CC=C1)OC1=C(C=C(C=C1Br)Br)B1OC(C)(C)C(C)(C)O1 2-benzyloxy-3,5-dibromophenylboronic acid pinacol ester